2-(1-(1-(4-fluorophenyl)-6-methyl-1H-indazol-5-yl)-3-((2-methyl-2H-1,2,3-triazol-4-yl)sulfonyl)-3-azabicyclo[3.1.0]hexane-6-yl)oxazole FC1=CC=C(C=C1)N1N=CC2=CC(=C(C=C12)C)C12CN(CC2C1C=1OC=CN1)S(=O)(=O)C1=NN(N=C1)C